methyl (2R)-2-{[(1,2,3,5,6,7-hexahydro-s-indacen-4-yl)carbamoyl]amino}-3-(5-methoxypyridin-3-yl)propanoate C1CCC2=C(C=3CCCC3C=C12)NC(=O)N[C@@H](C(=O)OC)CC=1C=NC=C(C1)OC